nonamethylnonachlorooctasilane C[Si]([Si]([Si]([Si]([Si]([Si]([Si]([Si](Cl)(Cl)Cl)(Cl)Cl)(Cl)Cl)(Cl)Cl)(C)C)(C)C)(C)C)(C)C